methyl (2,2-difluorocyclopropyl)methanesulfonate FC1(C(C1)CS(=O)(=O)OC)F